7-(3-methyl-6-nitroindolin-1-yl)-7-oxoheptanoic acid CC1CN(C2=CC(=CC=C12)[N+](=O)[O-])C(CCCCCC(=O)O)=O